(4-chlorophenyl)-2-(pyrrolidin-1-yl)ethylamine dihydrochloride Cl.Cl.ClC1=CC=C(C=C1)NCCN1CCCC1